CN1CC(C1)OC(=O)N1CC=2NC(=NC2C1)C1=NNC2=CC=C(C=C12)OC(C)C1=CC(=CC(=C1)F)F 1-Methylazetidin-3-yl-2-(5-(1-(3,5-difluorophenyl)ethoxy)-1H-indazol-3-yl)-4,6-dihydropyrrolo[3,4-d]imidazole-5(1H)-carboxylate